FC(C1=CC=C(C=C1)C=1N=CC2=C(N1)CN(CC2)C(C=C)=O)(F)F 1-(2-(4-(trifluoromethyl)phenyl)-5,8-dihydropyrido[3,4-d]pyrimidin-7(6H)-yl)prop-2-en-1-one